(R)-(4,7-Dimethoxy-1H-benzo[d]imidazol-2-yl)(5-methyl-7,8-dihydro-1,6-naphthyridin-6(5H)-yl)methanone COC1=CC=C(C=2NC(=NC21)C(=O)N2[C@@H](C=1C=CC=NC1CC2)C)OC